OC1=C(N(S(C2=C1C=CC=C2)(=O)=O)C)C(=O)NC2=NC=CC=C2 4-hydroxy-2-methyl-N-2-pyridinyl-2H-1,2-benzothiazine-3-carboxamide 1,1-dioxide